C(#C)C1=C(C=C(C=N1)C=1C(=CC(=C(N)C1)F)C)N1CCOCC1 5-[6-ethynyl-5-(morpholin-4-yl)pyridin-3-yl]-2-fluoro-4-methylaniline